N1C=CC2=C1N=CC=C2C(=O)\N=C\2/SC=C(N2CC2=CC=CC=C2)C(=O)OCC Ethyl (Z)-2-((1H-pyrrolo[2,3-b]pyridine-4-carbonyl)imino)-3-benzyl-2,3-dihydrothiazole-4-carboxylate